BrC1=NN=C(S1)NC(CSC=1NC(C2=C(N1)N(N=C2)C2CCCCC2)=O)=O N-(5-Bromo-1,3,4-thiadiazol-2-yl)-2-((1-cyclohexyl-4-oxo-4,5-dihydro-1H-pyrazolo[3,4-d]pyrimidin-6-yl)thio)acetamid